BrC=1C(=NC=CC1)CC(=O)O 2-(3-bromopyridin-2-yl)acetic acid